tert-Butyl ((1S,3R)-3-((3-bromo-2-methoxy-6-(1-methylcyclopropyl)pyridin-4-yl)oxy)cyclopentyl)carbamate BrC=1C(=NC(=CC1O[C@H]1C[C@H](CC1)NC(OC(C)(C)C)=O)C1(CC1)C)OC